3-amino-5-hexylthio-1,2,4-triazole NC1=NNC(=N1)SCCCCCC